C(C)C=C(C(=O)[O-])N(C)C ethyl-N,N-dimethylaminoacrylate